CC=1C=C(C(=O)N[C@@H]2CCC3=CC(=CC=C23)C2=NOC(=C2)C)C=CN1 (R)-2-methyl-N-(5-(5-methylisoxazol-3-yl)-2,3-dihydro-1H-inden-1-yl)isonicotinamide